N4-hydroxy-1,1-dimethyl-N2-(4-(trifluoromethyl)pyridin-2-yl)isoindoline-2,4-dicarboxamide ONC(=O)C=1C=2CN(C(C2C=CC1)(C)C)C(=O)NC1=NC=CC(=C1)C(F)(F)F